2-(5-((1-(((2-Chloro-5-(1-(difluoromethyl)-1H-pyrazol-3-yl)pyridin-4-yl)amino)methyl)cyclobutyl)methoxy)-1-methyl-1H-pyrazol-4-yl)pyrimidin-4-amine ClC1=NC=C(C(=C1)NCC1(CCC1)COC1=C(C=NN1C)C1=NC=CC(=N1)N)C1=NN(C=C1)C(F)F